3-cyclopropyl-N-(2-fluoro-2-methylpropyl)-7-[(6-methylsulfinylpyridin-3-yl)amino]-7,8-dihydro-6H-cyclopenta[g]isoquinoline-5-sulfonamide C1(CC1)C=1N=CC=2C=C3C(=C(C2C1)S(=O)(=O)NCC(C)(C)F)CC(C3)NC=3C=NC(=CC3)S(=O)C